P(=O)(O)(O)O.CC1=CC=CC=C1 monotoluene phosphate